(1R,2S,3S,6R,7S)-N-[(1S)-1-cyano-2-[(3S)-2-oxopyrrolidin-3-yl]ethyl]-4-[(2S)-3,3-dimethyl-2-(2,2,2-trifluoroacetamido)pent-4-ynoyl]-4-azatricyclo[5.2.1.0^{2,6}]dec-8-ene-3-carboxamide C(#N)[C@H](C[C@H]1C(NCC1)=O)NC(=O)[C@@H]1[C@H]2[C@H]3C=C[C@@H]([C@H]2CN1C([C@H](C(C#C)(C)C)NC(C(F)(F)F)=O)=O)C3